3-amino-5-phenylpyrazine-2-carbonitrile NC=1C(=NC=C(N1)C1=CC=CC=C1)C#N